2-(4-(chloromethyl)phenyl)-N,N-dimethylacetamide ClCC1=CC=C(C=C1)CC(=O)N(C)C